FC1=C(C=CC(=C1)OC1=NN(C=C1)C=1C=NC(=C(C1)F)C)NC1=NC=NC2=CC(=C(C=C12)NC1CCC2(CN(C2)C(C=C)=O)CC1)OC 1-(7-((4-((2-fluoro-4-((1-(5-fluoro-6-methylpyridin-3-yl)-1H-pyrazol-3-yl)oxy)phenyl)amino)-7-methoxyquinazolin-6-yl)amino)-2-azaspiro[3.5]nonan-2-yl)prop-2-en-1-one